((6-fluoro-2-methyl-1,2,3,4-tetrahydroisoquinolin-7-yl)amino)-5-((2-(tetrahydro-2H-pyran-2-yl)phenyl)amino)-1,2,4-triazine-6-carboxamide FC=1C=C2CCN(CC2=CC1NC=1N=NC(=C(N1)NC1=C(C=CC=C1)C1OCCCC1)C(=O)N)C